CC=1C(=C2C(=C3C(=C(OC(=C3C)C)C)C=C2C1)C)C HEXAMETHYLINDENO(5,6-C)PYRAN